C(C)(C)(C)N1N=C(C=2C1=NC=NC2N)C2=CC=C(C=C2)Cl 1-tert-butyl-3-(4-chlorophenyl)pyrazolo[3,4-d]pyrimidin-4-amine